1-(5-(4-AMINO-7-CYCLOPROPYL-7H-PYRROLO[2,3-D]PYRIMIDIN-5-YL)QUINOLIN-8-YL)-3-(5-(1-(TRIFLUOROMETHYL)CYCLOPROPYL)ISOXAZOL-3-YL)UREA NC=1C2=C(N=CN1)N(C=C2C2=C1C=CC=NC1=C(C=C2)NC(=O)NC2=NOC(=C2)C2(CC2)C(F)(F)F)C2CC2